C1(CCCCC1)C1N(CCOC1)C(=O)OC(N(C[C@@H]1CC[C@H](CC1)C1=NC(=C(C=C1)OC)C)C1=NC=CC(=C1)C=1N=C(OC1)C(C)C)=O trans-4-((4-(2-isopropyloxazol-4-yl) pyridin-2-yl) ((trans-4-(5-methoxy-6-methylpyridin-2-yl) cyclohexyl) methyl) carbamoyl) cyclohexylmorpholine-4-carboxylate